C(C1=CC=CC=C1)N(CC(\C=C/CCCCCCCCCCCCCC)=O)CC1=CC=CC=C1 (Z)-1-(dibenzylamino)octadecene-2-one